(R)-3-bromo-N-(4-cyano-2-iodo-3-(trifluoromethyl)phenyl)-2-hydroxy-2-methylpropanamide BrC[C@](C(=O)NC1=C(C(=C(C=C1)C#N)C(F)(F)F)I)(C)O